C(C)OC(\C=C\B1OC(C(O1)(C)C)(C)C)=O (E)-3-(4,4,5,5-tetramethyl-1,3,2-dioxaborolan-2-yl)prop-2-enoic acid ethyl ester